COC(=O)C=1SC=CC1 Methyl-2-thiophenecarboxylate